NC1=NC2=C(C=3N1N=C(N3)C=3OC=CC3)SC(N2CCN2CCN(CC2)C2=C(C=C(C=C2)C(C)(C)O)F)=O 5-amino-3-(2-(4-(2-fluoro-4-(2-hydroxypropan-2-yl)phenyl)piperazin-1-yl)ethyl)-8-(furan-2-yl)thiazolo[5,4-e][1,2,4]triazolo[1,5-c]pyrimidin-2(3H)-one